N,N'-bisformyl-N,N'-bis(2,2,6,6-tetramethyl-4-piperidinyl)hexamethylendiamine C(=O)N(CCCCCCN(C1CC(NC(C1)(C)C)(C)C)C=O)C1CC(NC(C1)(C)C)(C)C